N-(3-Chloro-4-fluorophenyl)-4-(5-hydroxy-5-(3-((1-hydroxypropan-2-yl)oxy)-1-methyl-1H-pyrazol-5-yl)octahydropentalen-2-yl)-1-methyl-1H-imidazole-5-carboxamide ClC=1C=C(C=CC1F)NC(=O)C1=C(N=CN1C)C1CC2CC(CC2C1)(C1=CC(=NN1C)OC(CO)C)O